Fructose 1,6-diphosphate P(=O)(O)(O)OCC(=O)[C@@H](O)[C@H](O)[C@H](O)COP(=O)(O)O